BrC1=CC=C(CN([C@@H](C)C(=O)O)S(=O)(=O)CC2=CC=CC=C2)C=C1 N-(4-bromobenzyl)-N-toluenesulfonylalanine